(2R,4R)-1-(3-chloro-2-fluorobenzyl)-4-((5-fluoro-6-(1-hydroxycyclobutyl)-2-((5-methyl-1H-pyrazol-3-yl)amino)pyrimidin-4-yl)methyl)-2-methylpiperidine-4-carboxylic acid ClC=1C(=C(CN2[C@@H](C[C@@](CC2)(C(=O)O)CC2=NC(=NC(=C2F)C2(CCC2)O)NC2=NNC(=C2)C)C)C=CC1)F